[4-[[tert-butyl(dimethyl)silyl]oxymethyl]cyclohexyl]4-methylbenzenesulfonate [Si](C)(C)(C(C)(C)C)OCC1CCC(CC1)OS(=O)(=O)C1=CC=C(C=C1)C